6-(3-amino-4-methylphenyl)-2-methyl-N-{(1S)-1-[3-(methyloxy)phenyl]ethyl}pyrimidin-4-amine NC=1C=C(C=CC1C)C1=CC(=NC(=N1)C)N[C@@H](C)C1=CC(=CC=C1)OC